ClC=1C(N(SC1Cl)CCCCCCCC)=O 4,5-dichloro-2-n-octyl-4-isothiazoline-3-one